CC1OC2(OC1)CC1=C(C=C(S1)N(CC1=CC=CC=C1)C(C)=O)CC2 Methyl-2-[acetyl(benzyl)amino]-4,7-dihydro-5H-spiro[1-benzothiophene-6,2'-[1,3]dioxolane]